[Br-].CC=1N=C(SC1C)N1N([NH2+]C(=N1)C1=CC=CC=C1)C1=CC=CC=C1 3-[4,5-dimethylthiazole-2-yl]-2,5-diphenyltetrazolium bromide